7-fluoro-N-(2-(2-fluorophenyl)pyridin-4-yl)-6-nitroquinoline FC1=C(C=C2C=CCN(C2=C1)C1=CC(=NC=C1)C1=C(C=CC=C1)F)[N+](=O)[O-]